CC=1C(C2=CC(=CC=C2C1)Cl)=O 2-methyl-6-chloro-1-indenone